4-(2,4,5-trifluorophenyl)butane-1-one FC1=C(C=C(C(=C1)F)F)CCCC=O